(1S,3R,4S,5R)-3-((5-(difluoromethyl)-4-(4-fluoro-2-(2-hydroxypropan-2-yl)-1-isopropyl-1H-benzo[d]imidazol-6-yl)pyrimidin-2-yl)amino)-6,8-dioxabicyclo[3.2.1]octan-4-ol FC(C=1C(=NC(=NC1)N[C@@H]1C[C@H]2CO[C@@H]([C@H]1O)O2)C=2C=C(C1=C(N(C(=N1)C(C)(C)O)C(C)C)C2)F)F